BrC=1C=C2C(=NC(=NC2=C(C1C1=CC=CC=2SC(=C(C21)C#N)NC(=O)OC(C)(C)C)F)Cl)N2CCOCC(C2)(C)O 2-methylpropan-2-yl ({4-[6-bromo-2-chloro-8-fluoro-4-(6-hydroxy-6-methyl-1,4-oxazepan-4-yl)quinazolin-7-yl]-3-cyanobenzo[b]thiophen-2-yl}amino)methanoate